[N+](=O)([O-])C1=CC=C(C=N1)OC=1C=C(N)C=CC1 3-((6-nitropyridin-3-yl)oxy)aniline